BrC=1C=C(C=CC1)C(C(=O)O)CCCCC(C(=O)OC)(C)C 2-(3-bromophenyl)-8-methoxy-7,7-dimethyl-8-oxooctanoic acid